(2R)-2-(3-{5-chloro-2-[(oxacyclohex-4-yl)amino]pyrimidin-4-yl}-5-oxo-5H,6H,7H-pyrrolo[3,4-b]pyridin-6-yl)-N-[(1R)-1-(3-methylphenyl)ethyl]propionamide ClC=1C(=NC(=NC1)NC1CCOCC1)C=1C=C2C(=NC1)CN(C2=O)[C@@H](C(=O)N[C@H](C)C2=CC(=CC=C2)C)C